ClC=1C(=NC(=NC1)NC1=CC2=C(B(OC2)O)C=C1)N[C@H]1[C@@H](CCCC1)C#N (trans)-2-((5-chloro-2-((1-hydroxy-1,3-dihydrobenzo[c][1,2]oxaborol-5-yl)amino)pyrimidin-4-yl)amino)cyclohexane-1-carbonitrile